(S)-8-bromo-N-(1-((1-cyanocyclopropyl)amino)-4-methyl-1-oxo-pentan-2-yl)dibenzo[b,d]furan-3-carboxamide BrC=1C=CC2=C(C3=C(O2)C=C(C=C3)C(=O)N[C@H](C(=O)NC3(CC3)C#N)CC(C)C)C1